C(C)OC([C@H](C(=O)O[K])C)=O |r| (±)-(3-Ethoxy-2-methyl-3-oxo-propanoyl)oxypotassium